4-bromothieno[2,3-c]pyridine-2-carboxylic acid ethyl ester C(C)OC(=O)C1=CC=2C(=CN=CC2Br)S1